ClC=1C=CC(=NC1)COC1=NN=C(S1)NC(=O)C=1C(=CC=2N(C1)C=CN2)C2=C(C=CC=C2)OC N-(5-((5-chloropyridin-2-yl)methoxy)-1,3,4-thiadiazol-2-yl)-7-(2-methoxyphenyl)imidazo[1,2-a]pyridine-6-carboxamide